ClC=1C=CC(=C2CN(C(C12)=O)C)C(O)C1CC2(CN(C2)CCCC=2C=NN(C(C2Cl)=O)C2OCCCC2)C1 7-chloro-4-[[2-[3-(5-chloro-6-oxo-1-tetrahydropyran-2-yl-pyridazin-4-yl)propyl]-2-azaspiro[3.3]heptan-6-yl]-hydroxy-methyl]-2-methyl-isoindolin-1-one